3-(2-(pyrrolidin-1-yl)propyl)imidazo[1,5-a]pyridine N1(CCCC1)C(CC1=NC=C2N1C=CC=C2)C